ClC=1C(=CC(=C(C=O)C1)O)I 5-chloro-2-hydroxy-4-iodobenzaldehyde